[Si](C1=CC=CC=C1)(C1=CC=CC=C1)(C(C)(C)C)O[C@H]1C[C@H](CC1)N1N=C(N=C1)[N+](=O)[O-] 1-((1S,3R)-3-((tert-butyldiphenylsilyl)oxy)cyclopentyl)-3-nitro-1H-1,2,4-triazole